N-(4-chlorophenyl)-3-oxobutanamide CC(=O)CC(=O)NC1=CC=C(C=C1)Cl